4-((1-methylpiperidin-3-yl)oxy)-2-morpholino-8-phenyl-6H-pyrazolo[1,5-d]pyrimido[5,4-b][1,4]oxazine CN1CC(CCC1)OC1=NC(=NC2=C1OCC=1N2N=C(C1)C1=CC=CC=C1)N1CCOCC1